CN(C)C1=CC=CC2=C(C=CC=C12)S(=O)(=O)N=[N+]=[N-] N,N-Dimethyl[5-(azidosulfonyl)-1-naphthyl]amine